C(CCC)[C@@]1(CS(C2=C(N(C1)C1=CC=C(C=C1)F)C=C(C(=C2)CSC(C(=O)O)(C)C)SC)(=O)=O)CC (S)-2-(((3-butyl-3-ethyl-5-(4-fluorophenyl)-7-(methylsulfanyl)-1,1-dioxo-2,3,4,5-tetrahydro-1,5-benzothiazepin-8-yl)methyl)thio)-2-methylpropanoic acid